(4-bromo-3-chlorophenoxy)-1H-1,2,3-triazole-4-carboxylic acid BrC1=C(C=C(ON2N=NC(=C2)C(=O)O)C=C1)Cl